C(#N)C(C)(C)C1=CC(=NC=N1)C=1NC2=CC(=C(C(=C2C1)F)SC(C(=O)O)(C)C)F 2-((2-(6-(2-Cyanopropan-2-yl)pyrimidin-4-yl)-4,6-difluoro-1H-indol-5-yl)thio)-2-methylpropanoic acid